tert-butyl N-[(1R,2S)-2-(2-hydroxyethyl)-1-(hydroxymethyl)-3,3-dimethyl-butyl]carbamate OCC[C@H]([C@H](CO)NC(OC(C)(C)C)=O)C(C)(C)C